(3R,4R)-N-(5-(3-(t-butoxy)-5-fluorophenyl)-1-(trifluoromethyl)-1H-pyrazol-3-yl)-4-methyl-5-oxopyrrolidine-3-carboxamide C(C)(C)(C)OC=1C=C(C=C(C1)F)C1=CC(=NN1C(F)(F)F)NC(=O)[C@H]1CNC([C@@H]1C)=O